α-toluenesulfonamide C(C1=CC=CC=C1)S(=O)(=O)N